2-((3S,4S,6r)-4-azido-6-((S)-1-(4-fluorophenyl)-1,2,3,4-tetrahydroisoquinoline-2-carbonyl)tetrahydro-2H-pyran-3-yl)isoindoline-1,3-dione N(=[N+]=[N-])[C@@H]1[C@@H](CO[C@H](C1)C(=O)N1[C@H](C2=CC=CC=C2CC1)C1=CC=C(C=C1)F)N1C(C2=CC=CC=C2C1=O)=O